NC=1N=CC(=NC1C1=CC=NC=C1)C=1C=C(C=CC1C)S(=O)(=O)NC12CCC(CC1)(C2)O 3-(5-Amino-6-(pyridin-4-yl)pyrazin-2-yl)-N-(4-hydroxybicyclo[2.2.1]heptan-1-yl)-4-methylbenzenesulfonamide